N-(4-bromo-2-cyclopropyl-5-methylphenyl)-3-methyl-6,7-dihydro-5H-cyclopenta[b]pyridin-2-amine BrC1=CC(=C(C=C1C)NC1=C(C=C2C(=N1)CCC2)C)C2CC2